N-(3-((5-methoxy-2-nitrophenyl)amino)propyl)acetamide COC=1C=CC(=C(C1)NCCCNC(C)=O)[N+](=O)[O-]